COC(C1=C(C=CC(=C1)Cl)C1=CC(N(C(=C1)C)CC1=CC=CC=C1)=O)=O 2-(1-Benzyl-6-methyl-2-oxo-1,2-dihydropyridin-4-yl)-5-chlorobenzoic acid methyl ester